gold (III) perchlorate Cl(=O)(=O)(=O)[O-].[Au+3].Cl(=O)(=O)(=O)[O-].Cl(=O)(=O)(=O)[O-]